FC1=C(NS(=O)(=O)C2=NN3C(=NC=C(C3=N2)F)OC)C(=CC=C1)F 2',6'-difluoro-5-methoxy-8-fluoro[1,2,4]triazolo[1,5-c]pyrimidine-2-sulfonanilide